3-((4-(3-methoxy-4-nitrophenyl)-1H-pyrazol-1-yl)methyl)pyridine COC=1C=C(C=CC1[N+](=O)[O-])C=1C=NN(C1)CC=1C=NC=CC1